CC1=C(C=C(C=C1)C=C)C 1,2-dimethyl-4-vinylbenzene